C1N(CC2=CC=CC=C12)C=1N=C2N(C(C1C)=O)C=C(C=C2C(C)NC2=C(C(=O)OC(C)(C)C)C=CC=C2)C tert-butyl 2-((1-(2-(isoindolin-2-yl)-3,7-dimethyl-4-oxo-4H-pyrido[1,2-a]pyrimidin-9-yl)ethyl)amino)benzoate